5,7-difluoro-1H-quinolin-2-one FC1=C2C=CC(NC2=CC(=C1)F)=O